CN1C=C(C2=C1C=NN(C2=O)C(C(F)(F)F)C)[N+](=O)[O-] 1-Methyl-3-nitro-5-(1,1,1-trifluoropropan-2-yl)-1,5-dihydro-4H-pyrrolo[2,3-d]pyridazin-4-one